butylimidazole chloride salt [Cl-].C(CCC)C=1NC=CN1